ClC=1C=C(OCC[C@H](C(=O)O)C)C=CC1C=1N(C2=NC=NC(=C2N1)OC1(CC1)C)CC1=C(C=CC(=C1)C#N)OC |r| (racemic)-4-(3-chloro-4-(9-(5-cyano-2-methoxybenzyl)-6-(1-methylcyclopropoxy)-9H-purin-8-yl)phenoxy)-2-methylbutanoic acid